[Si](C)(C)(C(C)(C)C)N1C(OC[C@H]1\C=C/CCCCC)=O (R,Z)-3-(tert-butyldimethylsilyl)-4-(hept-1-en-1-yl)oxazolidin-2-one